P(=O)(OCC1=CC(=CC(=C1)F)F)([O-])[O-] 3,5-difluorobenzyl phosphate